chloroimidazo[1,5-a]pyridine-8-carbaldehyde ClC=1N=CN2C1C(=CC=C2)C=O